BrC=1C=C(C(=C(C=NC=2C=C(C(=O)O)C=CC2)C1)OC(C(C)C)=O)OC(C1=CC(=CC=C1)C)=O 3-(5-bromo-2-(isobutyryloxy)-3-(3-methylbenzoyl-oxy)benzylideneamino)benzoic acid